N=1C(=CN2C1C=CC=C2)C=2C=C(C(=O)N1CCC(CC1)C=1C(=NC(=NC1)NC1=CC=CC=C1)C(=O)N)C=CC2 (1-(3-(imidazo[1,2-a]pyridin-2-yl)benzoyl)piperidin-4-yl)-2-(anilino)pyrimidine-4-carboxamide